(4-hydroxyphenyl)maleimide OC1=CC=C(C=C1)C=1C(=O)NC(C1)=O